C1=CC=CC=2C3=CC=CC=C3N(C12)C=1C=C(C#N)C=C(C1)C1=CC2=C(OC3C2C=C(C=C3)B3OC(C(O3)(C)C)(C)C)C=C1 3-(9H-carbazol-9-yl)-5-(8-(4,4,5,5-tetramethyl-1,3,2-dioxaborolan-2-yl)-5a,9a-dihydrodibenzo[b,d]furan-2-yl)benzonitrile